(1-oxo-3-phenyl-1-(4-(3-(trifluoromethyl)phenyl)piperazin-1-yl)propan-2-yl)pyrrolidine-2,5-dione O=C(C(CC1=CC=CC=C1)N1C(CCC1=O)=O)N1CCN(CC1)C1=CC(=CC=C1)C(F)(F)F